(R)-Ethyl 5-(4-chloro-3-cyanobenzoyl)-6-methyl-4,5,6,7-tetrahydro-2H-pyrazolo[4,3-c]pyridine-3-carboxylate ClC1=C(C=C(C(=O)N2CC=3C(C[C@H]2C)=NNC3C(=O)OCC)C=C1)C#N